(1S,6S)-(4,6-dimethylcyclohex-3-en-1-yl)benzene CC1=CC[C@@H]([C@H](C1)C)C1=CC=CC=C1